ClC=1C=C(C=C(C1)Cl)C=1OC2=C(N1)C=CC(=C2)C(=O)OC2CN(CC2)C=2C=NC=CC2 1-(pyridin-3-yl)pyrrolidin-3-yl 2-(3,5-dichlorophenyl)benzo[d]oxazole-6-carboxylate